COC(C1=C(C=CC(=C1)C(F)(F)F)NC1=C(C=C(C=C1)F)Br)=O 2-((2-bromo-4-fluorophenyl)amino)-5-(trifluoromethyl)-benzoic acid methyl ester